ruthenium-titanium chlorine [Cl].[Ti].[Ru]